OC=1C=NC(=C(C1)[N+](=O)[O-])C 3-hydroxy-6-methyl-5-nitropyridine